COC(=O)[C@@]1(C[C@H](CC1)N=[N+]=[N-])CC=1C=C(C=CC1)C1=CC=CC=C1 |o1:4,6| (1R*,3S*)-1-([1,1'-Biphenyl]-3-ylmethyl)-3-azidocyclopentane-1-carboxylic acid methyl ester